3-(6-(3,5-dimethylisoxazol-4-yl)-4-(3-(piperidine-1-carbonyl)pyrazolo[1,5-a]pyridin-7-yl)pyridin-2-yl)oxazolidin-2-one CC1=NOC(=C1C1=CC(=CC(=N1)N1C(OCC1)=O)C1=CC=CC=2N1N=CC2C(=O)N2CCCCC2)C